ClC=1C=C(C=C(C1OCCCOCCOC1=C(C=C(C=C1Cl)[N+](=O)[O-])Cl)Cl)CCC(=O)OC methyl 3-[3,5-dichloro-4-[3-[2-(2,6-dichloro-4-nitro-phenoxy)ethoxy]propoxy]phenyl]propanoate